methyl 4-bromo-3,5-dimethyl-benzoate BrC1=C(C=C(C(=O)OC)C=C1C)C